FC=1C=C(OC2=NC=C(C=C2C(=O)NC2=CC(=CC=C2)S(=O)(=O)C)C(F)(F)F)C=CC1F 2-(3,4-difluorophenoxy)-N-(3-methylsulfonyl-phenyl)-5-(trifluoromethyl)pyridine-3-carboxamide